FC=1C=C(C=C(C1)F)[C@@H]1CC=NN1C(=O)N1CCN(CC1)C1=NC=C(C(=N1)C(=O)NOC)F (S)-2-(4-(5-(3,5-difluorophenyl)-4,5-dihydro-1H-pyrazole-1-carbonyl)piperazin-1-yl)-5-fluoro-N-methoxypyrimidine-4-carboxamide